NC1=NC=2C=CC(=CC2C2=C1[C@@H](OC2)C)C(=O)N(CC2=NC=C(C=C2)C(F)(F)F)[C@H](C)[C@@H](C)O (3S)-4-amino-N-((2r,3r)-3-hydroxy-2-butanyl)-3-methyl-N-((5-(trifluoromethyl)-2-pyridinyl)methyl)-1,3-dihydrofuro[3,4-c]quinoline-8-carboxamide